N-((1R,2R,4S)-7-cyano-7-azabicyclo[2.2.1]heptan-2-yl)-4-(1,3-thiazol-4-yl)benzamide C(#N)N1[C@H]2[C@@H](C[C@@H]1CC2)NC(C2=CC=C(C=C2)C=2N=CSC2)=O